(S)-2-hydroxy-N-[(S)-1-(5-isopropyl-1-methyl-2-oxo-2,3-dihydro-1H-azepin-3-ylcarbamoyl)-ethyl]-3-methyl-butyramide O[C@H](C(=O)N[C@@H](C)C(NC1C(N(C=CC(=C1)C(C)C)C)=O)=O)C(C)C